ClCC(=O)NC1=C(C=C(C(=O)OC)C=C1NC[C@H]1OCC1)OC(F)F methyl (S)-4-(2-chloroacetamido)-3-(difluoromethoxy)-5-((oxetan-2-ylmethyl)amino)benzoate